C(C)(CCC)NC1(CCCCC1)NC(C)CCC N,N'-bis-sec-amylcyclohexanediamine